N-(4-(2-chlorophenyl)thiazol-2-yl)picolinamide ClC1=C(C=CC=C1)C=1N=C(SC1)NC(C1=NC=CC=C1)=O